N[C@H](C(=O)OC)CCCC methyl (S)-2-aminohexanoate